FC1(C[C@H]2C[C@@H](C[C@@]1(N2C)C)N(C2=CC=C(N=N2)C2=C(C=C(C=C2)N2C=NC=C2)O)C)F 2-(6-(((1S,3S,5R)-7,7-difluoro-1,8-dimethyl-8-azabicyclo[3.2.1]octan-3-yl)(methyl)amino)pyridazin-3-yl)-5-(1H-imidazol-1-yl)phenol